5-[5-Methyl-3-[[(3R)-1-(2-methoxypropyl)-3-piperidyl]amino]-1,2,4-triazin-6-yl]-2,3-dihydrobenzofuran-4-ol CC=1N=C(N=NC1C1=CC=C2C(CCO2)=C1O)N[C@H]1CN(CCC1)CC(C)OC